4-[[3-(2,3-difluoro-4-methoxy-phenyl)imidazo[1,2-a]pyrazin-8-yl]amino]-2-ethyl-N-[4-[(3S)-3-(hydroxymethyl)piperazin-1-yl]-4-oxo-butyl]benzamide FC1=C(C=CC(=C1F)OC)C1=CN=C2N1C=CN=C2NC2=CC(=C(C(=O)NCCCC(=O)N1C[C@H](NCC1)CO)C=C2)CC